C(C)(C)C1CN(CCCN1)C1=NC(=CC(=N1)NC=1C=C2C=NNC2=CC1)C N-(2-(3-isopropyl-1,4-diazepan-1-yl)-6-methylpyrimidin-4-yl)-1H-indazol-5-amine